gamma-(2,3-epoxypropoxy)propyl-dimethoxysilane C(C1CO1)OCCC[SiH](OC)OC